7-Hydroxy-4-chromone OC1=CC=C2C(C=COC2=C1)=O